6-bromo-2,8-dimethyl-7-oxo-7H,8H-pyrido[2,3-d]pyrimidin-4-yl trifluoromethanesulfonate FC(S(=O)(=O)OC=1C2=C(N=C(N1)C)N(C(C(=C2)Br)=O)C)(F)F